12H-benzo[A]xanthene C1=CC=CC=2C1=C1CC3=CC=CC=C3OC1=CC2